4-Oxo-6-((1S,2S)-2-(pyridin-2-yl)cyclobutyl)-1-((S)-1-(6-(trifluoromethyl)pyridin-3-yl)ethyl)-4,5-dihydro-1H-pyrazolo[3,4-d]pyrimidin-3-carbonitril O=C1C2=C(N=C(N1)[C@@H]1[C@H](CC1)C1=NC=CC=C1)N(N=C2C#N)[C@@H](C)C=2C=NC(=CC2)C(F)(F)F